ClC1=CC(=C(COC2=CC=CC(=N2)C2CCN(CC2)CC2=NC3=C(N2C)C=CC=C3OC(C)F)C=C1)F 2-((4-(6-((4-Chloro-2-fluorobenzyl)oxy)pyridin-2-yl)piperidin-1-yl)methyl)-4-(1-fluoroethoxy)-1-methyl-1H-benzo[d]imidazole